C1(=CC=CC=C1)N(C1=CC=C(C=C1)C=1C=CC=2C3=C(C4=CC=C(C=C4C2C1)C1=CC=C(C=C1)N(C1=CC=CC=C1)C1=CC=CC=C1)N=C(C(=N3)C#N)C#N)C3=CC=CC=C3 7,10-bis(4-(diphenylamino)phenyl)-2,3-dicyanopyrazino-phenanthrene